C1(CCC1)N(C1=C(C(=NC=N1)NC[C@@H]1[C@H](CN(CC1)CC(=O)N)O)F)CC1CCC(CC1)C(F)(F)F |r| 2-((3RS,4RS)-4-(((6-(cyclobutyl(((1r,4R)-4-(trifluoromethyl)cyclohexyl)methyl)amino)-5-fluoropyrimidin-4-yl)amino)methyl)-3-hydroxypiperidin-1-yl)acetamide